C(C)(C)(C)OC(=O)N1CCC(CC1)C1=CC=CC(=N1)OCC=1C(=C(C(=O)O)C=CC1)OC (((6-(1-(tert-butoxycarbonyl)piperidin-4-yl)pyridin-2-yl)oxy)methyl)-2-methoxybenzoic acid